(S)-(6,7-dichloro-4-phenyl-1,3,4,5-tetrahydro-2H-pyrido[4,3-b]indol-2-yl)(5-methoxypyrimidin-2-yl)methanone ClC1=C(C=CC=2C3=C(NC12)[C@H](CN(C3)C(=O)C3=NC=C(C=N3)OC)C3=CC=CC=C3)Cl